C1(=CC=CC=C1)C1=NC(=NC(=N1)C1=CC=CC=C1)C=1C=C(C=CC1)C1=NC=CC=C1 2-[3-(4,6-diphenyl-1,3,5-triazin-2-yl)phenyl]pyridine